2-methylprop-2-enoic acid silicon salt [Si+4].CC(C(=O)[O-])=C.CC(C(=O)[O-])=C.CC(C(=O)[O-])=C.CC(C(=O)[O-])=C